O=C1NC(CCC1N1C(C2=CC=CC(=C2C1=O)NC(C)(C)C=1N=NN(C1)CCC(=O)O)=O)=O 3-[4-[1-[[2-(2,6-dioxo-3-piperidyl)-1,3-dioxo-isoindolin-4-yl]amino]-1-methyl-ethyl]triazol-1-yl]propanoic acid